(2-bromopyridin-4-yl)(cyclopropyl)methanol BrC1=NC=CC(=C1)C(O)C1CC1